BrCC(=O)NC1=C(C(=O)O)C=CC=C1 2-(bromoacetamido)benzoic acid